C(C)(C)(C)OC(=O)N1C[C@H](NC[C@@H]1CS(=O)(=O)C)C(=O)O (3s,6r)-6-((methylsulfonyl)methyl)piperazine-1,3-dicarboxylic acid 1-(tert-butyl) ester